N=C1C(C(SC1)=O)=NC1CC1 (imino)(cyclopropyl)iminothiolanone